The molecule is a leukotriene anion that is the conjugate base of 19-hydroxyleukotriene B4, obtained by deprotonation of the carboxy group; major species at pH 7.3. It is a conjugate base of a 19-hydroxyleukotriene B4. CC(CCC/C=C\\C[C@H](/C=C/C=C/C=C\\[C@H](CCCC(=O)[O-])O)O)O